1,6-Dimethyl-4-{4-[3-(2-methylphenyl)-1,2,4-oxadiazol-5-yl]piperidin-1-yl}-2-oxo-7-{[(3R)-oxolan-3-yl]oxy}-1,2-dihydroquinoline-3-carbonitrile CN1C(C(=C(C2=CC(=C(C=C12)O[C@H]1COCC1)C)N1CCC(CC1)C1=NC(=NO1)C1=C(C=CC=C1)C)C#N)=O